COCCNC(CCCC)=O N-(2-methyl-Oxyethyl)pentanamide